2,3,4,6-Tetra-O-acetyl-1-thio-α-D-mannopyranose C(C)(=O)O[C@@H]1[C@@H](S)O[C@@H]([C@H]([C@@H]1OC(C)=O)OC(C)=O)COC(C)=O